1-butyl-3-methylimidazol-3-ium C(CCC)N1C=[N+](C=C1)C